caesium chloride [Cl-].[Cs+]